5alpha-cholestan-3alpha,12alpha,16alpha-triol CC(C)CCC[C@@H](C)[C@H]1[C@@H](C[C@H]2[C@@H]3CC[C@H]4C[C@@H](CC[C@]4(C)[C@H]3C[C@@H]([C@]12C)O)O)O